butyl (3-bromobenzyl)carbamate BrC=1C=C(CNC(OCCCC)=O)C=CC1